C(C)(C)(C)OC(=O)N1CCC(CC1)(C(C1=CC=CC=C1)C=1N=NN(N1)C)F 4-fluoro-4-((2-methyl-2H-tetrazol-5-yl)(phenyl)methyl)piperidine-1-carboxylic acid tert-butyl ester